(phenylethynyl) ethanethioate C(C)(OC#CC1=CC=CC=C1)=S